S(=O)(=O)(O)N[C@@H](C)C(=O)O sulfoalanine